COC(=O)C1(CN2C(C=3C=CC=CC13)=NC1=C2C=C(C(=C1)C)C)CC1OCCC1 Methyl-9,10-dimethyl-5-((tetrahydrofuran-2-yl)methyl)-5,6-dihydrobenzo[4,5]imidazo[2,1-a]isoquinoline-5-carboxylate